NC1CC(C(CC1)C1C(CC(CC1)N)C(F)(F)F)C(F)(F)F 4,4'-diamino-2,2'-bis(trifluoromethyl)bicyclohexane